CO\C(\C(=O)O)=C/C1=CC=C(C2=C1SC=C2)OC(CC=2N=C(OC2C)C2=C(C=CC=C2[2H])[2H])([2H])[2H] (Z)-2-methoxy-3-(4-(2-(5-methyl-2-(phenyl-2,6-d2)oxazol-4-yl)ethoxy-1,1-d2)benzo[b]thiophen-7-yl)acrylic acid